CC=1C=CC=C2C=CC=C(C12)B1OCCO1 (8-methylnaphthalen-1-yl)-1,3,2-dioxaborolane